tert-Butyl 3-(1-methyl-1H-pyrazol-4-yl)-3,4-dihydroisoquinoline-2(1H)-carboxylate CN1N=CC(=C1)C1N(CC2=CC=CC=C2C1)C(=O)OC(C)(C)C